8-(methylsulfonyl)-3-(2-(5-phenylhexahydropyrrolo[3,4-c]pyrrol-2(1H)-yl)ethyl)-2-oxa-8-azaspiro[4.5]decan-1-one CS(=O)(=O)N1CCC2(CC(OC2=O)CCN2CC3CN(CC3C2)C2=CC=CC=C2)CC1